3-[5-(4-{2-acetyl-7-[7-(difluoromethyl)-6-(1-methylpyrazol-4-yl)-3,4-dihydro-2H-quinolin-1-yl]-1,3-dihydroisoindol-5-yl}piperidin-1-yl)-1-oxo-3H-isoindol-2-yl]piperidine-2,6-dione C(C)(=O)N1CC2=C(C=C(C=C2C1)C1CCN(CC1)C=1C=C2CN(C(C2=CC1)=O)C1C(NC(CC1)=O)=O)N1CCCC2=CC(=C(C=C12)C(F)F)C=1C=NN(C1)C